4-[2-chloro-6-methyl-1-(4-methylbenzenesulfonyl)-7-oxopyrrolo[2,3-c]pyridin-4-yl]-5-ethynyl-1-methylpyridin-2-one ClC1=CC2=C(C(N(C=C2C2=CC(N(C=C2C#C)C)=O)C)=O)N1S(=O)(=O)C1=CC=C(C=C1)C